FC1(CN(C1)C=1C(=CC=2N(N1)C=CN2)OC)F 6-(3,3-difluoroazetidin-1-yl)-7-methoxyimidazo[1,2-b]pyridazine